NC(C(=O)O)C(=O)O amino-malonic acid